C(C)OC1=CN=CC(=N1)C=1C=CC(=NC1)C1(CCC(CC1)=O)C(=O)N (5-{6-ethoxypyrazin-2-yl}pyridin-2-yl)-4-oxocyclohexanecarboxamide